C(#N)N1C[C@]2(CC2C1)NC(=O)C1=NNC(=C1)C1=C(C=CC=C1)NC1=CC=C(C=C1)F N-((1R)-3-Cyano-3-azabicyclo[3.1.0]hexan-1-yl)-5-(2-((4-fluorophenyl)amino)phenyl)-1H-pyrazol-3-carboxamid